2-dimethylamino-1,3,4-trimethyl-1,6-dihydropyrimidinium CN(C1[NH+](CC=C(N1C)C)C)C